C1CCC12CN(CC2)CC=2C=CC=1N(C2)C=C(N1)CN1N=NC(=C1)C1=C2C=NNC2=CC(=C1)[SiH2]C 4-(1-((6-((6-azaspiro[3.4]octan-6-yl)methyl)imidazo[1,2-a]pyridin-2-yl)methyl)-1H-1,2,3-triazol-4-yl)-6-(methylsilyl)-1H-indazole